CN(C1=CC(=C(C(=O)NC2CCC(CC2)NC2=CC(=C(C=C2)C#N)C(F)(F)F)C=C1)F)C 4-(dimethylamino)-2-fluoro-N-[(1s,4s)-4-{[4-cyano-3-(trifluoromethyl)phenyl]amino}cyclohexyl]benzamide